C(C1=CC=CC=C1)OC(COC1=CC(=C2C=C(CC2=C1)CNCCC1CN(C(O1)=O)C1=NC2=C(OCC(N2)=O)N=C1)F)C 6-[5-[2-[[6-(2-benzyloxypropoxy)-4-fluoro-inden-2-yl]methylamino]ethyl]-2-oxo-oxazolidin-3-yl]-4H-pyrazino[2,3-b][1,4]oxazin-3-one